4-(6-methylpyridin-3-yl)-3-(2-trityl-2H-tetrazol-5-yl)aniline CC1=CC=C(C=N1)C1=C(C=C(N)C=C1)C=1N=NN(N1)C(C1=CC=CC=C1)(C1=CC=CC=C1)C1=CC=CC=C1